naphthalene-2,7-disulfonic acid trisodium salt [Na+].[Na+].[Na+].C1=C(C=CC2=CC=C(C=C12)S(=O)(=O)[O-])S(=O)(=O)[O-]